ethyl 3-cyclopropyl-1-((3,3-difluorocyclopentyl)methyl)-4-(trifluoromethyl)-1H-pyrazole-5-carboxylate C1(CC1)C1=NN(C(=C1C(F)(F)F)C(=O)OCC)CC1CC(CC1)(F)F